OC1=C(C(=CC=2C(C3=CC=CC=C3C(C12)=O)=O)O)CO 1,3-dihydroxy-2-hydroxymethylanthraquinone